FC(C=1C=C(OC2=C3C(C(C3=C(C=C2)C(F)(F)F)=O)(F)F)C=C(C1)F)F 2-[3-(difluoromethyl)-5-fluorophenoxy]-8,8-difluoro-5-trifluoromethylbicyclo[4.2.0]octa-1,3,5-trien-7-one